4-AMINO-2-BENZYLSULFANYL-PYRIMIDINE-5-CARBALDEHYDE NC1=NC(=NC=C1C=O)SCC1=CC=CC=C1